4-(((R)-3-aminopiperidin-1-yl)methyl)-N-(4-(4-((S)-3-methylmorpholino)-7H-pyrrolo[2,3-d]pyrimidin-6-yl)phenyl)picolinamide N[C@H]1CN(CCC1)CC1=CC(=NC=C1)C(=O)NC1=CC=C(C=C1)C1=CC2=C(N=CN=C2N2[C@H](COCC2)C)N1